(2Z)-3-[7-cyano-1-(oxan-2-yl)indazol-6-yl]-2-fluoro-N-(6-methoxy-2,4-dimethyl-pyridin-3-yl)prop-2-enamide Ethyl-cyanobisphenylacrylate C(C)OC(C(=C(C1=CC=CC=C1)C1=CC=CC=C1)C#N)=O.C(#N)C=1C(=CC=C2C=NN(C12)C1OCCCC1)\C=C(\C(=O)NC=1C(=NC(=CC1C)OC)C)/F